C1(=CC=CC=C1)C=1N=C(SC1)NC(CC)=O (E)-N-(4-phenyl-1,3-thiazol-2-yl)propanamide